2-[6-(3-morpholinopropoxy)-3-pyridylamino]-4-(3-quinolylamino)pyrimidine O1CCN(CC1)CCCOC1=CC=C(C=N1)NC1=NC=CC(=N1)NC=1C=NC2=CC=CC=C2C1